[C@H]12OC[C@H](N(C1)C(=O)C1=CC(=CC=C1)C1=C3C(=NC=C1)C=C(O3)C3=CC=C(C=C3)S(=O)(=O)C)C2 ((1R,4R)-2-oxa-5-azabicyclo[2.2.1]heptan-5-yl)(3-(2-(4-(methylsulfonyl)phenyl)furo[3,2-b]pyridin-7-yl)phenyl)methanone